FC1(C2CN(CC12)C(=O)OC(C)(C)C)F tert-butyl 6,6-difluoro-3-azabicyclo[3.1.0]hexane-3-carboxylate